N1=CC(=CC=C1)C1(CCC1)C#N 1-(pyridin-3-yl)cyclobutanecarbonitrile